2-{2-[(7,8-difluoro-2-methylquinolin-3-yl)oxy]-6-fluoro-phenyl}propan-2-ol FC1=CC=C2C=C(C(=NC2=C1F)C)OC1=C(C(=CC=C1)F)C(C)(C)O